ClC1=CC=C(C=C1)C1NC(NC(=C1C(=O)OCC)C)=S ethyl 4-(4-chlorophenyl)-6-methyl-2-thioxo-1,2,3,4-tetrahydropyrimidine-5-carboxylate